(5,6-dihydro-1,4,2-dioxazin-3-yl)(2-hydroxyphenyl)methanone O-methyloxime CON=C(C1=C(C=CC=C1)O)C1=NOCCO1